COC([C@]([C@](C=1SC=CC1)(NC1=CC=CC=C1)C)(O)C=1C=NC(=CC1)Cl)=O Methyl-(2s,3r)-2-(6-chloropyridin-3-yl)-2-hydroxy-3-(phenylamino)-3-(thiophen-2-yl)propionic acid methyl ester